(Z)-3-(((3-((dimethylamino)methyl)phenyl)amino)(phenyl)methylene)-2-oxoindoline-6-carboxamide CN(C)CC=1C=C(C=CC1)N\C(=C\1/C(NC2=CC(=CC=C12)C(=O)N)=O)\C1=CC=CC=C1